[N+](=[N-])=C1CC=CC=C1.F[B-](F)(F)F.[H+] tetrafluoroboric acid diazobenzene salt